5-hydroxy-1,6,6-trimethyl-3-oxo-N-[4-(trifluoromethyl)-2-[6-(trifluoromethyl)pyridin-3-yl]phenyl]pyridazine-4-carboxamide OC1=C(C(NN(C1(C)C)C)=O)C(=O)NC1=C(C=C(C=C1)C(F)(F)F)C=1C=NC(=CC1)C(F)(F)F